3-[2-[5-[(3R,5R)-3-amino-5-fluoro-piperidine-1-carbonyl]-7-methoxy-1-methyl-benzimidazol-2-yl]-11-ethyl-1,9-diazatricyclo[6.3.1.04,12]dodeca-2,4(12),5,7-tetraen-9-yl]propanamide N[C@H]1CN(C[C@@H](C1)F)C(=O)C1=CC2=C(N(C(=N2)C=2N3C(CN(C4=CC=CC(C2)=C34)CCC(=O)N)CC)C)C(=C1)OC